ClC1=NC(=CN=C1)C=1C=NNC1 2-chloro-6-(1H-pyrazol-4-yl)pyrazine